O(C1=CC=CC=C1)C1=CC=C(C=C1)C(\C=C\C=1C=C2N=CC=NC2=CC1)=O (E)-1-(4-phenoxyphenyl)-3-(quinoxalin-6-yl)prop-2-en-1-one